3-((1-(3-bromophenyl)cyclobutyl)difluoromethyl)-4-methyl-4H-1,2,4-triazole BrC=1C=C(C=CC1)C1(CCC1)C(C1=NN=CN1C)(F)F